Cl.C(C1=CC=CC=C1)OC1CNC1 3-(benzyloxy)azetidine hydrochloride